C(C)[N+](CCO)(CCO)CC diethyl-bis(2-hydroxyethyl)ammonium